(2R)-N-[(1R)-1-[2-fluoro-3-(trifluoromethyl)phenyl]ethyl]-6-[2-(hydroxymethyl)-4-pyridyl]-2-methyl-2,3-dihydroimidazo[1,2-b]pyridazine-8-carboxamide FC1=C(C=CC=C1C(F)(F)F)[C@@H](C)NC(=O)C=1C=2N(N=C(C1)C1=CC(=NC=C1)CO)C[C@H](N2)C